CN(C1CC2(CN(C2)C(CC)=O)C1)C=1C2=C(N=CN1)NC=C2 1-(6-(Methyl(7H-pyrrolo[2,3-d]pyrimidin-4-yl)amino)-2-azaspiro[3.3]heptan-2-yl)propan-1-on